tert-butyl (S)-18-((6-amino-1-(tert-butoxy)-1-oxohexan-2-yl)amino)-18-oxooctadecanoate NCCCC[C@@H](C(=O)OC(C)(C)C)NC(CCCCCCCCCCCCCCCCC(=O)OC(C)(C)C)=O